BrC1=CC=2N=C(NC(C2S1)=O)CN(C(OC(C)(C)C)=O)C tert-butyl [(6-bromo-4-oxo-3,4-dihydrothieno[3,2-d]pyrimidin-2-yl)methyl]methylcarbamate